tert-Butyl (R)-3-(methoxy(methyl)carbamoyl)pyrrolidine-1-carboxylate CON(C(=O)[C@H]1CN(CC1)C(=O)OC(C)(C)C)C